5-hydroxy-N-(isoxazol-4-yl)-1-methyl-2-(1-nicotinoylpiperidin-3-yl)-6-oxo-1,6-dihydropyrimidine-4-carboxamide OC1=C(N=C(N(C1=O)C)C1CN(CCC1)C(C1=CN=CC=C1)=O)C(=O)NC=1C=NOC1